N1=CC=CC2=CC(=CC=C12)C(=O)O 6-quinolinecarbonyl alcohol